1-((1-(4-fluorophenyl)-5-(4-isobutylphenyl)-1H-1,2,4-triazol-3-yl)methyl)-4,4-dimethylpiperidine FC1=CC=C(C=C1)N1N=C(N=C1C1=CC=C(C=C1)CC(C)C)CN1CCC(CC1)(C)C